11-[(3'-Dibenzothiophen-4-yl)biphenyl-4-yl]phenanthro[9',10':4,5]furo[2,3-b]pyrazine C1=CC=C(C=2SC3=C(C21)C=CC=C3)C=3C=C(C=CC3)C3=CC=C(C=C3)C3=CN=C2C(=N3)OC=3C2=C2C=CC=CC2=C2C=CC=CC23